2-benzyloxy-N-(1,1-dimethylprop-2-ynyl)cyclopentanamine C(C1=CC=CC=C1)OC1C(CCC1)NC(C#C)(C)C